4-cyclopropyl-1-(4-(3,4-dichlorophenyl)-5-(isopropylthio)thiazol-2-yl)-3-methyl-1H-pyrazole-5-carboxylic acid C1(CC1)C=1C(=NN(C1C(=O)O)C=1SC(=C(N1)C1=CC(=C(C=C1)Cl)Cl)SC(C)C)C